4-(3-bromo-5-nitrophenyl)morpholin BrC=1C=C(C=C(C1)[N+](=O)[O-])N1CCOCC1